N-(1-Adamantylmethyl)-6-[4-[4-(3-hydroxyphenyl)thiophene-2-carbonyl]piperazin-1-yl]pyridazine-3-carboxamide C12(CC3CC(CC(C1)C3)C2)CNC(=O)C=2N=NC(=CC2)N2CCN(CC2)C(=O)C=2SC=C(C2)C2=CC(=CC=C2)O